(4,4,5,5-tetramethyl-1,3,2-dioxaborolan-2-yl)-[1,2,3]triazolo[1,5-a]pyridine CC1(OB(OC1(C)C)C=1N=NN2C1C=CC=C2)C